N-acetoxy-1-[9-ethyl-6-(2-methylbenzoyl)-9H-carbazole-3-yl]-3-cyclopropane-one-imine C(C)(=O)ON=C1CC1C=1C=CC=2N(C3=CC=C(C=C3C2C1)C(C1=C(C=CC=C1)C)=O)CC